C1=CC=C(C=C1)OC2=CC=C(C=C2)O p-phenoxyphenol